4-((1r,3r)-3-(4-((4-chloropyrimidin-2-yl)amino)-2-methoxyphenoxy)cyclobutyl)thiomorpholine 1,1-dioxide ClC1=NC(=NC=C1)NC1=CC(=C(OC2CC(C2)N2CCS(CC2)(=O)=O)C=C1)OC